FC(F)(F)C1=NC=CC2=CC=CC=C12 (trifluoromethyl)isoquinolin